C(C1=CC=C(C(=O)OCCOCCOCCO)C=C1)(=O)OCCO 2-hydroxyethyl [2-[2-(2-hydroxyethoxy) ethoxy] ethyl] terephthalate